N-(2-methoxyethyl)-N-methylpyrrolidinium tetrafluoroborate F[B-](F)(F)F.COCC[N+]1(CCCC1)C